C(CC)C=1OC2=C(N1)C=CC(=C2)B(O)O 2-PROPYLBENZO[D]OXAZOL-6-YLBORONIC ACID